FC1=CC(=C(C=C1[N+](=O)[O-])NC1=NC=CC(=N1)N1N=C(C(=C1)C=O)C)OC 1-(2-(4-fluoro-2-methoxy-5-nitrophenylamino)pyrimidin-4-yl)-3-methyl-1H-pyrazole-4-carbaldehyde